5-tert-butoxycarbonyl-6,7-dihydro-4H-oxazolo[5,4-c]pyridine-2-carboxylic acid C(C)(C)(C)OC(=O)N1CC2=C(CC1)N=C(O2)C(=O)O